6-chloro-8-methylpyrido[5,4-d]pyrimidin-4-amine ClC=1N=C(C=2N=CN=C(C2C1)N)C